7-(3,3-difluoroazetidin-1-yl)-N,N,2-trimethylpyrido[2,3-d]pyrimidine-6-carboxamide FC1(CN(C1)C=1C(=CC2=C(N=C(N=C2)C)N1)C(=O)N(C)C)F